N,N-Bis[3-(trimethoxysilyl)propyl]-2-propen-1-amine CO[Si](CCCN(CC=C)CCC[Si](OC)(OC)OC)(OC)OC